Rac-dimethylsilyl-(1,5,6,7-tetrahydro-s-indacenyl)(4-phenyl-1,5,6,7-tetrahydro-s-indacenyl)hafnium C[SiH](C)[Hf](C1C=CC2=C(C=3CCCC3C=C12)C1=CC=CC=C1)C1C=CC2=CC=3CCCC3C=C12